C(CCCCCCCC)C(CCCCC/C=C/CCO)CCCCCCCCC (3E)-10,10-dinonyl-3-decen-1-ol